N-[4-[4-(2-aminoethyl)piperidine-1-carbonyl]-3-chloro-phenyl]-5-(2,3-difluoro-4-methoxy-phenyl)-1-methyl-imidazole-2-carboxamide formate salt C(=O)O.NCCC1CCN(CC1)C(=O)C1=C(C=C(C=C1)NC(=O)C=1N(C(=CN1)C1=C(C(=C(C=C1)OC)F)F)C)Cl